4-[2-fluoro-3-(2-thioxo-3H-1,3,4-oxadiazol-5-yl)phenyl]piperidine-1-carboxylic acid tert-butyl ester C(C)(C)(C)OC(=O)N1CCC(CC1)C1=C(C(=CC=C1)C1=NNC(O1)=S)F